(5-(6-(5,6-dihydroimidazo[1,5-a]pyrazin-7(8H)-yl)-4-fluoro-1H-benzo[d]imidazol-2-yl)-1H-pyrrol-3-yl)(2-(trifluoromethyl)phenyl)methanone C=1N=CN2C1CN(CC2)C=2C=C(C1=C(NC(=N1)C1=CC(=CN1)C(=O)C1=C(C=CC=C1)C(F)(F)F)C2)F